4-(tert-butyl)-2-(methylamino)phenol C(C)(C)(C)C1=CC(=C(C=C1)O)NC